6-(dimethylamino)-2-methylpyrido[3,4-d]pyrimidine-4-thiol CN(C1=CC2=C(N=C(N=C2S)C)C=N1)C